O(C1=CC=CC=C1)C1=CC(=C(C(=O)C2=CNC3=NC=CC(=C32)NC3CCC(CC3)C(=O)O)C=C1)C(F)(F)F (1r,4r)-4-((3-(4-phenoxy-2-(trifluoromethyl)benzoyl)-1H-pyrrolo[2,3-b]pyridin-4-yl)amino)cyclohexane-1-carboxylic acid